O=S1SCC[C@H]1CCCCC(=O)OCN1C=CC2=C1N=CN=C2N(C2CCC(CC2)CS(NC)(=O)=O)C (4-(methyl((1r,4r)-4-((N-methylsulfamoyl)methyl)cyclohexyl)amino)-7H-pyrrolo[2,3-d]pyrimidin-7-yl)methyl 5-((3R)-2-oxido-1,2-dithiolan-3-yl)pentanoate